6-chloro-8-((1S,2S)-2-(3-(trifluoromethyl)imidazo[1,5-a]pyridin-7-yl)cyclopropyl)imidazo[1,2-b]pyridazine ClC=1C=C(C=2N(N1)C=CN2)[C@@H]2[C@H](C2)C2=CC=1N(C=C2)C(=NC1)C(F)(F)F